3-methylamino-thiophene-2-carboxylic acid [2-(9-pyridin-2-yl-6-oxa-spiro[4.5]dec-9-yl)-ethyl]-amide N1=C(C=CC=C1)C1(CCOC2(CCCC2)C1)CCNC(=O)C=1SC=CC1NC